COC=1C=C(C=NC1)C=1C=NC=2CCN(CC2C1)C=1C(=CC=2N(N1)C(C=C(N2)C(F)(F)F)=O)C 7-(3-(5-methoxypyridin-3-yl)-7,8-dihydro-1,6-naphthyridin-6(5H)-yl)-8-methyl-2-(trifluoromethyl)-4H-pyrimido[1,2-b]pyridazin-4-one